cis-N-(4-methyl-3-(pyrrolo[2,1-f][1,2,4]triazin-2-yl)phenyl)-4-(trifluoromethyl)cyclohexanecarboxamide CC1=C(C=C(C=C1)NC(=O)[C@@H]1CC[C@@H](CC1)C(F)(F)F)C1=NN2C(C=N1)=CC=C2